5-(2-azidoethyl)-6-phenethylbenzo[d][1,3]diazole N(=[N+]=[N-])CCC1=CC2=C(NC=N2)C=C1CCC1=CC=CC=C1